Tert-butyl 5-[3-[2-(4-ethoxy-4-oxo-butanoyl)-4-fluoro-6-methoxy-benzothiophen-5-yl]oxypropoxy]-4-fluoro-6-methoxy-isoindoline-2-carboxylate C(C)OC(CCC(=O)C=1SC2=C(C1)C(=C(C(=C2)OC)OCCCOC=2C(=C1CN(CC1=CC2OC)C(=O)OC(C)(C)C)F)F)=O